3-(5,7-Difluoro-6-(3-hydroxyprop-1-yn-1-yl)-4-oxo-1,4-dihydroquinolin-2-yl)-4-(methylsulfonyl)benzonitrile FC1=C2C(C=C(NC2=CC(=C1C#CCO)F)C=1C=C(C#N)C=CC1S(=O)(=O)C)=O